2-chloro-N,N-dimethyl-4-((R)-1-(1-((R)-3,3,3-trifluoro-2-hydroxy-2-phenyl-propanoyl)piperidin-4-yl)pyrrolidin-3-ylamino)benzamide ClC1=C(C(=O)N(C)C)C=CC(=C1)N[C@H]1CN(CC1)C1CCN(CC1)C([C@@](C(F)(F)F)(C1=CC=CC=C1)O)=O